P(=O)(OCC1=CC=CC=C1)(OCC1=CC=CC=C1)OCCN(CCOC)C(CCCCCCCCC1=CC=C(C=C1)CC)=O Dibenzyl 2-{[9-(4-ethylphenyl)nonanoyl](2-methoxyethyl)amino}ethyl phosphate